thio-β-D-glucopyranose S[C@H]1[C@H](O)[C@@H](O)[C@H](O)[C@H](O1)CO